(S)-1-((3-(difluoromethyl)-5-(5,7-difluoroquinolin-4-yl)pyridin-2-yl)oxy)-2,4-dimethylpentan-2-amine FC(C=1C(=NC=C(C1)C1=CC=NC2=CC(=CC(=C12)F)F)OC[C@](CC(C)C)(N)C)F